(2-oxaspiro[3.3]heptan-6-yl)methanol C1OCC12CC(C2)CO